2,2-diphenylbenzo[d][1,3]dioxole-5-carboxylic acid C1(=CC=CC=C1)C1(OC2=C(O1)C=CC(=C2)C(=O)O)C2=CC=CC=C2